chloromethyl (2-((tert-butoxycarbonyl)amino)ethyl)(methyl)carbamate C(C)(C)(C)OC(=O)NCCN(C(OCCl)=O)C